3-(3,5-diethyl-4-fluorophenyl)-1-[(1-methyl-1H-pyrazol-4-yl)(oxan-4-yl)sulfamoyl]urea Sodium Salt [Na].C(C)C=1C=C(C=C(C1F)CC)NC(NS(N(C1CCOCC1)C=1C=NN(C1)C)(=O)=O)=O